CN(C(C(=O)C1=CNC2=CC=CC=C12)=O)C N,N-dimethyl-3-indoleglyoxylamide